NC1=C(C=CC=C1N)B(O)O 2,3-diaminophenylboronic acid